CC(=CCC)C 4-methylpent-3-en